COC=1C=CC(=NC1)N=S(=O)(C1=CC=C(C=C1)C1=NOC(=N1)C(F)(F)F)C ((5-methoxypyridin-2-yl)imino)(methyl)(4-(5-(trifluoromethyl)-1,2,4-oxadiazol-3-yl)phenyl)-λ6-sulfanone